(RS)-2-((5-bromo-6-difluoromethylpyrimidin-4-yl)amino)propanol BrC=1C(=NC=NC1C(F)F)N[C@@H](CO)C |r|